(E)-(5-chloropyridin-2-yl)(2-chlorostyryl)(imino)-lambda6-sulfanone ClC=1C=CC(=NC1)S(=O)(=N)\C=C\C1=C(C=CC=C1)Cl